(R)-1-(5-((5-amino-8-(4-methylpyridin-3-yl)quinazolin-2-yl)amino)-2-(tetrahydro-2H-pyran-4-yl)benzyl)pyrrolidin-3-ol NC1=C2C=NC(=NC2=C(C=C1)C=1C=NC=CC1C)NC=1C=CC(=C(CN2C[C@@H](CC2)O)C1)C1CCOCC1